1,3-bis(2,4,6-trimethylphenyl)-2-(imidazolidinylidene)(dichlorophenylmethylene)(tricyclohexylphosphine) CC1=C(C(=CC(=C1)C)C)C1(C(C(=C(C(=C1)Cl)Cl)C1=C(C=C(C=C1C)C)C)=C1NCCN1)C=C1C(CCCC1)P(C1CCCCC1)C1CCCCC1